C1CC(=O)N(C1=O)OC(=O)CBr N-Succinimidyl bromoacetate